ClC=1C(=NC=NC1OC1=CC=C(C=C1)OCOC)N 5-chloro-6-(4-(methoxymethoxy)phenoxy)pyrimidin-4-amine